3-((1-(4-(2-(2-aminopyridin-3-yl)-5-phenyl-3H-imidazo[4,5-b]pyridin-3-yl)benzyl)piperidin-4-yl)amino)-4-(cyclopentyloxy)cyclobut-3-ene-1,2-dione NC1=NC=CC=C1C1=NC=2C(=NC(=CC2)C2=CC=CC=C2)N1C1=CC=C(CN2CCC(CC2)NC=2C(C(C2OC2CCCC2)=O)=O)C=C1